C(C1=CC=CC=C1)SC1=CC2=C(C=CS2)C(=C1N)Cl 6-benzylsulfanyl-4-chloro-benzothiophen-5-amine